C(CCCCCCCCCCC)[Si](CCCCCCCCCCCC)CCCCCCCCCCCC tri(dodecyl)silicon